CC(=C)C(CC/C(=C/CC/C(=C/C[C@]12C3=C(C=C(C=C3)O)O[C@]1(C(=O)C4=C(C=C(C=C4O2)O)O)O)/C)/C)O The molecule is an extended flavonoid that is 5a,10a-dihydro-11H-[1]benzofuro[3,2-b]chromen-11-one substituted by hydroxy groups at positions 1, 3, 8 and 10a and a 3-hydroxy-2,6,10-trimethyldodeca-1,6,10-trien-12-yl group at position 5a. It has been isolated from the twigs of Morus nigra. It has a role as a plant metabolite. It is an extended flavonoid, an organic heterotetracyclic compound and a polyphenol.